BrC1=NC(=C(C=C1N1CCC2([C@@H](CCC2)NC(OC(C)(C)C)=O)CC1)C)SC1=C(C(=CC=C1)Cl)Cl tert-butyl N-[(4R)-8-[2-bromo-6-(2,3-dichlorophenyl) sulfanyl-5-methyl-3-pyridyl]-8-azaspiro[4.5]decan-4-yl]carbamate